FC1=C(C(=O)OCC2=CC=CC=C2)C(=C(C(=C1F)F)F)S(N(CC1=CC=C(C=C1)OC)C1=CC(=C(C=C1)OC)F)(=O)=O benzyl 2,3,4,5-tetrafluoro-6-(N-(3-fluoro-4-methoxyphenyl)-N-(4-methoxybenzyl)sulfamoyl)benzoate